(3-octyl) pyrophosphate O(P([O-])(=O)OP(=O)([O-])[O-])C(CC)CCCCC